triethoxy(octyl)trimethoxysilane 2-methyl-1,4-phenylenedi(4-(oct-7-en-1-oxy)benzoate) CC1=C(C=CC(=C1)C1=C(C(=O)O)C=CC(=C1)OCCCCCCC=C)C1=C(C(=O)O)C=CC(=C1)OCCCCCCC=C.C(C)OC(O[Si](OC)(OC)CCCCCCCC)(OCC)OCC